NCCCCCCCNC1=C(C(=O)NC=2SC(=C(N2)C)C)C=CC=C1 ((7-aminoheptyl)amino)-N-(4,5-dimethylthiazol-2-yl)benzamide